6-chloro-N-((R)-1-((cis)-4-(6-fluoroquinolin-4-yl)cyclohexyl)propan-2-yl)phthalazin-1-amine ClC=1C=C2C=NN=C(C2=CC1)N[C@@H](C[C@@H]1CC[C@@H](CC1)C1=CC=NC2=CC=C(C=C12)F)C